CCCCCCCCCCCC=CC=CC=CC=CC=CC=CC=CC=CC(=O)O OCTACOSAOCTAENOIC ACID